OCCN1C(C(C(CC1(C)C)O)C(C(=O)[O-])CC(=O)[O-])(C)C N-hydroxyethyl-2,2,6,6-tetramethyl-4-hydroxypiperidylsuccinat